O=C1NC(CCC1N1C(C2=CC=CC(=C2C1)C#CCCCCCN1CCN(CC1)C1=CC=C(C(=O)N2CC(CC2)CCCCNC(\C=C\C=2C=NC=CC2)=O)C=C1)=O)=O (E)-N-(4-(1-(4-(4-(7-(2-(2,6-dioxopiperidin-3-yl)-1-oxoisoindolin-4-yl)hept-6-yn-1-yl)piperazin-1-yl)benzoyl)pyrrolidin-3-yl)butyl)-3-(pyridin-3-yl)acrylamide